OCC([C@H](C[C@H]1C(NCC1)=O)N1C[C@@H]2[C@H](C1)CCC2)=O (1S,3aR,6aS)-N-[(2S)-4-hydroxy-3-oxo-1-[(3S)-2-oxopyrrolidin-3-yl]butan-2-yl]octahydrocyclopenta[c]pyrrole